tri(2,3,4-trimethyl-1-pentyl)citrate CC(CC(C(C(C(=O)[O-])(CC(C(C(C)C)C)C)CC(C(C(C)C)C)C)(O)C(=O)[O-])C(=O)[O-])C(C(C)C)C